Cl.C1(=CC=CC=C1)N1CCNCC1 1-phenylpiperazine hydrochloride salt